(7-(6-(6-azaspiro[3.4]octan-6-yl)pyridin-3-yl)pyrazolo[1,5-a]pyridin-3-yl)(piperidin-1-yl)methanone C1CCC12CN(CC2)C2=CC=C(C=N2)C2=CC=CC=1N2N=CC1C(=O)N1CCCCC1